ClC1=C(C=CC=C1OC)[C@H]1N(CC=C1)C(CN1N=C2[C@H](CCCC2=C1C)C)=O 1-[(2S)-2-(2-Chloro-3-methoxy-phenyl)-2,5-dihydropyrrol-1-yl]-2-[(7S)-3,7-dimethyl-4,5,6,7-tetrahydroindazol-2-yl]ethanone